(N-(4-(dimethylamino)phenyl)picolinamido)(1,2,3,4,5-pentamethylcyclopenta-2,4-dien-1-yl)iridium (II) chloride CN(C1=CC=C(C=C1)N(C(C1=NC=CC=C1)=O)[Ir-](C1(C(=C(C(=C1C)C)C)C)C)Cl)C